3-(4-chloro-6-methyl-7-((2-(trimethylsilyl)ethoxy)methyl)-7H-pyrrolo[2,3-d]pyrimidine-5-yl)-5-cyclopropylisoxazole-4-carboxylic acid benzyl ester C(C1=CC=CC=C1)OC(=O)C=1C(=NOC1C1CC1)C1=C(N(C=2N=CN=C(C21)Cl)COCC[Si](C)(C)C)C